N-[5-[2-[4-[[2-[(6-chloro-2-pyridyl)oxy]ethyl-methyl-amino]methyl]-2-pyridyl]ethynyl]-8-(methylamino)-2,7-naphthyridin-3-yl]cyclopropanecarboxamide ClC1=CC=CC(=N1)OCCN(C)CC1=CC(=NC=C1)C#CC1=C2C=C(N=CC2=C(N=C1)NC)NC(=O)C1CC1